NC1=NC(=CC(=N1)N1CCC2(C[C@H](NC2)C(=O)OCC)CC1)O[C@@H](C(F)(F)F)C1=C(C=C(C=C1)Cl)C1=CC(=CC(=C1)C(F)(F)F)Cl (S)-ethyl 8-(2-amino-6-((R)-1-(3',5-dichloro-5'-(trifluoromethyl)-[1,1'-biphenyl]-2-yl)-2,2,2-trifluoroethoxy)pyrimidin-4-yl)-2,8-diazaspiro[4.5]decane-3-carboxylate